(11-(acryloyloxy)undecyl)phosphonic acid C(C=C)(=O)OCCCCCCCCCCCP(O)(O)=O